FC=1C=C2C(N(C(=NC2=CC1)[C@@H](CCC)N1CCN(CCC1)C)CCC(C)C)=O (R)-6-fluoro-3-isopentyl-2-(1-(4-methyl-1,4-diazepan-1-yl)butyl)quinazolin-4(3H)one